FC1=C(C=CC=C1F)C(F)(F)F 2,3-difluorobenzotrifluoride